2,2'-(3'-(3-(benzo[d]oxazol-2-yl)phenyl)-4',6'-bis(10-methylphenazin-5(10H)-yl)-[1,1':2',1''-terphenyl]-3,3''-diyl)bis(benzo[d]oxazole) O1C(=NC2=C1C=CC=C2)C=2C=C(C=CC2)C2=C(C(=C(C=C2N2C=1C=CC=CC1N(C1=CC=CC=C21)C)N2C=1C=CC=CC1N(C1=CC=CC=C21)C)C2=CC(=CC=C2)C=2OC1=C(N2)C=CC=C1)C1=CC(=CC=C1)C=1OC2=C(N1)C=CC=C2